8-[(3aR,6aR)-2-[(4-fluorophenyl)methyl]-1,3,3a,4,6,6a-hexahydropyrrolo[3,4-c]pyrrol-5-yl]-5-methyl-6-oxo-1,5-naphthyridine-2-carbonitrile FC1=CC=C(C=C1)CN1C[C@@H]2CN(C[C@H]2C1)C1=CC(N(C=2C=CC(=NC12)C#N)C)=O